C(C=C)OC[C@@H]1OC(OC1)(C)C (S)-4-((allyloxy)methyl)-2,2-dimethyl-1,3-dioxolane